2-[(3R,5R)-3,5-Dimethyl-1-piperidyl]-6-(3-fluoro-5-isobutoxyphenyl)-N-(1H-pyrazol-5-ylsulfonyl)pyridin-3-carboxamid C[C@H]1CN(C[C@@H](C1)C)C1=NC(=CC=C1C(=O)NS(=O)(=O)C1=CC=NN1)C1=CC(=CC(=C1)OCC(C)C)F